6-azido-N2-(tert-butoxycarbonyl)-N-[2-(dimethylamino)ethyl]-L-norleucinamide N(=[N+]=[N-])CCCC[C@H](NC(=O)OC(C)(C)C)C(=O)NCCN(C)C